C(CC(=C)C)OC1=CC=C2C(C(=C(OC2=C1)C1=CC(=CC=C1)Br)O)=O 7-isopentenyloxy-3'-bromo-flavonol